N-[1-(5-bromo-3-chloropyridin-2-yl)ethyl]-2,4-dichloronicotinamide BrC=1C=C(C(=NC1)C(C)NC(C1=C(N=CC=C1Cl)Cl)=O)Cl